3,3,3,2-tetrafluoro-1,2-epoxyPropane FC(C1(CO1)F)(F)F